(S)-2-((4-(6-((4-cyano-2-fluorobenzyl)oxy)pyridin-2-yl)piperidin-1-yl)methyl)-1-((Tetrahydrofuran-2-yl)methyl)-1H-thieno[2,3-d]imidazole-5-carboxylic acid C(#N)C1=CC(=C(COC2=CC=CC(=N2)C2CCN(CC2)CC=2N(C3=C(N2)SC(=C3)C(=O)O)C[C@H]3OCCC3)C=C1)F